ClC1=NC=C2NC(N(C2=N1)N1CCC2(OCCO2)CC1)=O 2-chloro-9-(1,4-dioxa-8-azaspiro[4.5]decan-8-yl)-7,9-dihydro-8H-purin-8-one